S1C(=CC2=C1CN(CC2)C(=O)OC(C)(C)C)C(=O)OCC O6-tert-butyl O2-ethyl 5,7-dihydro-4H-thieno[2,3-c]pyridine-2,6-dicarboxylate